4-((2-(4-methoxyphenyl)-5-oxooxazol-4(5H)-ylidene)methyl)benzoic acid COC1=CC=C(C=C1)C=1OC(C(N1)=CC1=CC=C(C(=O)O)C=C1)=O